(2S)-2-[[(2R)-4-[5-[bis(2-chloroethyl)amino]-1-methyl-benzimidazol-2-yl]-2-(tert-butoxycarbonylamino)butanoyl]amino]-4-methyl-pentanoic acid ethyl ester C(C)OC([C@H](CC(C)C)NC([C@@H](CCC1=NC2=C(N1C)C=CC(=C2)N(CCCl)CCCl)NC(=O)OC(C)(C)C)=O)=O